(R)-3-guanidino-4,4,4-trifluorobutanoic acid N(C(=N)N)[C@H](CC(=O)O)C(F)(F)F